1-(2,4-difluorophenyl)urea FC1=C(C=CC(=C1)F)NC(=O)N